[6-[1-(2,2-dimethylpropyl)triazol-4-yl]-5-fluoro-3-pyridyl]-[4-(5-methyloxazolo[4,5-b]pyridin-2-yl)piperazin-1-yl]methanone CC(CN1N=NC(=C1)C1=C(C=C(C=N1)C(=O)N1CCN(CC1)C=1OC=2C(=NC(=CC2)C)N1)F)(C)C